5-ethylsulfonyl-N-(2-methylthioethoxy)-6-(7-trifluoromethyl-[1,2,4]triazolo[1,5-a]pyridin-2-yl)nicotinamide C(C)S(=O)(=O)C=1C(=NC=C(C(=O)NOCCSC)C1)C1=NN2C(C=C(C=C2)C(F)(F)F)=N1